5-(5-methyl-2-(3-(1-(pyrrolidin-1-yl)ethyl)-5-(trifluoromethyl)phenylamino)pyrimidin-4-ylamino)benzo[d]oxazol-2(3H)-one CC=1C(=NC(=NC1)NC1=CC(=CC(=C1)C(F)(F)F)C(C)N1CCCC1)NC=1C=CC2=C(NC(O2)=O)C1